N,N'-bis(phenanthrene-9-yl)-N,N'-diphenyl-benzidine C1=CC=CC=2C3=CC=CC=C3C(=CC12)N(C1=CC=C(C=C1)C1=CC=C(N(C2=CC=CC=C2)C=2C3=CC=CC=C3C=3C=CC=CC3C2)C=C1)C1=CC=CC=C1